COC1=C(C=CC(=N1)C=1C=NC=CC1)NC(=O)C=1C(=NOC1C)C1=CC=CC=C1 (6-methoxy-[2,3'-bipyridyl]-5-yl)-5-methyl-3-phenylisoxazole-4-carboxamide